1-((1R,5R)-6-(7-(5-chloroisoquinolin-4-yl)-6-fluoro-2-(((S)-1-methylpyrrolidin-2-yl)methoxy)quinazolin-4-yl)-2,6-diazabicyclo[3.2.0]hept-2-yl)prop-2-en-1-one ClC1=C2C(=CN=CC2=CC=C1)C1=C(C=C2C(=NC(=NC2=C1)OC[C@H]1N(CCC1)C)N1[C@@H]2CCN([C@@H]2C1)C(C=C)=O)F